CC1=NC(=CC(=N1)NC1=NC=C(C(=O)NOCC)C(=C1)NC1=C(C(=CC=C1)C1=NC=C(C=N1)F)OC)C 6-((2,6-dimethyl-pyrimidin-4-yl)amino)-N-ethoxy-4-((3-(5-fluoropyrimidin-2-yl)-2-meth-oxyphenyl)amino)nicotinamide